C(C)(C)(C)OC(N[C@@H]1CN(CCC1)C=1C=NC(=CC1)C1CC1)=O N-[(3S)-1-(6-Cyclopropylpyridin-3-yl)piperidin-3-yl]carbamic acid tert-butyl ester